COCC(C)N 1-methoxy-2-propylamine